FC=1C=C(N)C=CC1C1=C(C=NC=C1OC)F 3-fluoro-4-(3-fluoro-5-methoxypyridin-4-yl)aniline